(Z)-N'-hydroxy-6-methyl-4-((tetrahydrofuran-3-yl)methyl)pyridine-2-carboxamidine O\N=C(/N)\C1=NC(=CC(=C1)CC1COCC1)C